(1S,2R,4R)-4-(5-(((benzyloxy)carbonyl)amino)-1-(tert-butyl)-1H-pyrazol-3-yl)-2-fluorocyclopentyl 4-nitrobenzoate [N+](=O)([O-])C1=CC=C(C(=O)O[C@@H]2[C@@H](C[C@@H](C2)C2=NN(C(=C2)NC(=O)OCC2=CC=CC=C2)C(C)(C)C)F)C=C1